CN1C(N(CC2=C1C=C(N=C2)NC2=NC=C(C=C2)N2CCN(CC2)C)C2CCN(C1=CC=CC=C21)C(C=C)=O)=O 1-methyl-7-[[5-(4-methylpiperazin-1-yl)-2-pyridyl]amino]-3-(1-prop-2-enoyl-3,4-dihydro-2H-quinolin-4-yl)-4H-pyrido[4,3-d]pyrimidin-2-one